C(C1=CC=CC=C1)OC(=O)N1CCC(=C1)OS(=O)(=O)C(F)(F)F 4-(((trifluoromethyl)sulfonyl)oxy)-2,3-dihydro-1H-pyrrole-1-carboxylic acid benzyl ester